(1r,3r)-3-((6-(difluoromethyl)pyridin-3-yl)oxy)-N-((6-fluoroisoquinolin-5-yl)methyl)cyclobutan-1-amine FC(C1=CC=C(C=N1)OC1CC(C1)NCC1=C2C=CN=CC2=CC=C1F)F